1,1-Dichloro-2,2-bis(4-cyanatophenyl)ethylen ClC(=C(C1=CC=C(C=C1)OC#N)C1=CC=C(C=C1)OC#N)Cl